cis-N-[8-chloro-6-(1,4-dimethyl-2-oxo-3-pyridinyl)-3-isoquinolinyl]-2-fluoro-cyclopropanecarboxamide ClC=1C=C(C=C2C=C(N=CC12)NC(=O)[C@H]1[C@H](C1)F)C=1C(N(C=CC1C)C)=O